(R)-2-methyl-N-(1-(3-Nitro-5-(trifluoromethyl)phenyl)ethyl)-6-(piperidin-4-yl)quinazolin-4-amine CC1=NC2=CC=C(C=C2C(=N1)N[C@H](C)C1=CC(=CC(=C1)C(F)(F)F)[N+](=O)[O-])C1CCNCC1